(R)-4-propyl-dihydrofuran-2(3H)-one C(CC)[C@@H]1CC(OC1)=O